N-[(1R,3S)-3-{[6-chloro-2-(trifluoromethyl)quinolin-4-yl]amino}cyclohexyl]-1-ethyl-3-methyl-1H-pyrazole-4-carboxamide ClC=1C=C2C(=CC(=NC2=CC1)C(F)(F)F)N[C@@H]1C[C@@H](CCC1)NC(=O)C=1C(=NN(C1)CC)C